2,2-bishydroxymethylbutanol-tris[3-(1-aziridinyl) acrylate] N1(CC1)C=CC(=O)O.N1(CC1)C=CC(=O)O.N1(CC1)C=CC(=O)O.OCC(CO)(CC)CO